O=C1NC(CCC1N1C(C2=C(C=CC(=C2C1)C#CCCNC(OC(C)(C)C)=O)F)=O)=O tert-butyl (4-(2-(2,6-dioxopiperidin-3-yl)-7-fluoro-1-oxoisoindolin-4-yl)but-3-yn-1-yl)carbamate